BrCC1=C(C(=O)OC(C)(C)C)C(=CC=C1)C1CCC(CC1)(F)F tert-butyl 2-(bromomethyl)-6-(4,4-difluorocyclohexyl)benzoate